2-(Difluoromethyl)-5-[[6-[3-(difluoromethyl)-4-fluoro-phenyl]pyrazolo[4,3-b]pyridin-1-yl]methyl]-1,3,4-thiadiazole FC(C=1SC(=NN1)CN1N=CC2=NC=C(C=C21)C2=CC(=C(C=C2)F)C(F)F)F